methyl 2-bromo-2-(5-fluoro-2-(methoxymethoxy)phenyl)acetate BrC(C(=O)OC)C1=C(C=CC(=C1)F)OCOC